C(C)(C)(C)C1=CC=C(C=C1)C(C(=O)O)=C.C(C=C)(=O)OC1=CC=C(C=C1)C(C)(C)C p-tert-butylphenyl acrylate (p-tert-butylphenyl acrylate)